4-bromo-3-chloro-2-methylsulfanyl-phenol BrC1=C(C(=C(C=C1)O)SC)Cl